CC=1C=C2C(NC=NC2=CC1)=O 6-Methylquinazolin-4(3H)-one